5-(cinnolin-6-yl)-N-(2-oxaspiro[3.5]nonan-7-yl)-7H-pyrrolo[2,3-d]pyrimidin-2-amine N1=NC=CC2=CC(=CC=C12)C1=CNC=2N=C(N=CC21)NC2CCC1(COC1)CC2